CN([C@@H](CNC(=O)N1CC(C2=NC=C(C=C21)F)(C)C)C2=CC=CC=C2)C (R)-N-(2-(dimethylamino)-2-phenylethyl)-6-fluoro-3,3-dimethyl-2,3-dihydro-1H-pyrrolo[3,2-b]pyridine-1-carboxamide